tert-butyl (3-((3-oxocyclopentyl)thio)phenyl)carbamate O=C1CC(CC1)SC=1C=C(C=CC1)NC(OC(C)(C)C)=O